SCCC[Si](C)(C)OCC 3-mercaptopropyl-(monoethoxy)dimethylsilane